methyl hydroxybenzoate (methyl benzoate) CC1=C(C(=O)O)C=CC=C1.OC1=C(C(=O)OC)C=CC=C1